2-[N-(dimethylaminoethoxyethyl)-N-methylamino]ethanol tert-butyl-(4-(2-(2-methoxyethoxy)ethoxy)benzyl)carbamate C(C)(C)(C)N(C(=O)OCCN(C)CCOCCN(C)C)CC1=CC=C(C=C1)OCCOCCOC